(S)-2-((1-(3-methyl-2-morpholino-4-oxo-3,4-dihydroquinazolin-8-yl)ethyl)amino)benzoic acid CN1C(=NC2=C(C=CC=C2C1=O)[C@H](C)NC1=C(C(=O)O)C=CC=C1)N1CCOCC1